FC1=C(C=C(CNC(=O)C=2C(C(=C3N(C[C@@H]4O[C@H]5CC[C@@H](N4C3=O)C5)C2)O)=O)C=C1)C(F)(F)F (2S,5R,13aS)-N-(4-fluoro-3-(trifluoromethyl)benzyl)-8-hydroxy-7,9-dioxo-2,3,4,5,7,9,13,13a-octahydro-2,5-methanopyrido[1',2':4,5]pyrazino[2,1-b][1,3]oxazepine-10-carboxamide